FC1=CC=C(C=C1)C=1NC=2N=C3N(C(C2N1)=O)CCCC3 (4-fluorophenyl)-5,6,7,8-tetrahydropyrido[1,2-a]purin-10(3H)-one